2-hydroxy-2-methylpropyl (R)-7-((6-(1-(1-((tert-butyldimethylsilyl)oxy)propan-2-yl)-1H-tetrazol-5-yl)pyridin-2-yl)carbamoyl)-6-methoxy-3,4-dihydroisoquinoline-2(1H)-carboxylate [Si](C)(C)(C(C)(C)C)OC[C@@H](C)N1N=NN=C1C1=CC=CC(=N1)NC(=O)C1=C(C=C2CCN(CC2=C1)C(=O)OCC(C)(C)O)OC